tetraethyl-ammonium hexafluorophosphate ammonium salt [NH4+].F[P-](F)(F)(F)(F)F.C(C)[N+](CC)(CC)CC.F[P-](F)(F)(F)(F)F